C(#N)C[C@@H]1N(CCNC1)C(=O)OCC1=CC=CC=C1 benzyl (2S)-2-(cyanomethyl)piperazine-1-carboxylate